C(C)(=O)C1=NN(C2=C(C=C(C=C12)C=1C=NC(=NC1)C)C)CC(=O)N1[C@@H](C[C@@H](C1)C(C)(C)N)C(=O)NC1=NC(=CC=C1C)C(F)(F)F (2S,4S)-1-(2-(3-acetyl-7-methyl-5-(2-methylpyrimidin-5-yl)-1H-indazol-1-yl)acetyl)-4-(2-aminopropan-2-yl)-N-(3-methyl-6-(trifluoromethyl)pyridin-2-yl)pyrrolidine-2-carboxamide